BrC1=CC=CC2=CC=CC(=C12)C1CC1 1-bromo-8-cyclopropylnaphthalene